C(C)(=O)OC1O[C@@H]([C@H]([C@@H]([C@@H]1NC(CC1CC1)=O)OC(C)=O)OC(C)=O)COC(C)=O (3S,4R,5S,6R)-6-(acetoxymethyl)-3-(2-cyclopropylacetamido)tetrahydro-2H-pyran-2,4,5-triyl triacetate